1,3-di-m-tolylacetone C1(=CC(=CC=C1)CC(=O)CC=1C=C(C=CC1)C)C